C(CCCC)(=O)ONC(=O)N ureido pentanoate